4-(2,6,6-trimethyl-1-cyclohexen-1-yl)-2-butanone CC1=C(C(CCC1)(C)C)CCC(C)=O